ClC1=C(OC2=NC=C(C=C2C(=O)NC2=CC(=CC=C2)S(=O)(=O)C)C(F)(F)F)C=CC(=C1)Cl 2-(2,4-dichlorophenoxy)-N-(3-methylsulfonylphenyl)-5-(trifluoromethyl)pyridine-3-carboxamide